CC1CC2(NC3=CC=CC=C13)CCNCC2 4'-methyl-3',4'-dihydrospiro[piperidine-4,2'(1'H)-quinoline]